hexaoxa-3λ5,12λ5-diphosphatricyclo[13.3.0.06,10]octadecane C12O[PH3]OOC3OOOC3C[PH3]CCC2CCC1